C(C)C1=C(C=CC=C1)C1=C(NC=2C1=NC=CC2)C2=C(C=NC=C2)OCCN(C(C=C)=O)C N-[2-({4-[3-(2-ethylphenyl)-1H-pyrrolo[3,2-b]pyridin-2-yl]pyridin-3-yl}oxy)ethyl]-N-methylprop-2-enamide